N-(1-(10H-phenothiazin-10-yl)propan-2-yl)-N,N,3-trimethylbutan-1-aminium bromide [Br-].C1=CC=CC=2SC3=CC=CC=C3N(C12)CC(C)[N+](CCC(C)C)(C)C